OCC1=C(C=C(C=C1)NC(=O)[C@H](C)NC(=O)[C@H](C(C)C)NC(OC(C)(C)C)=O)C tert-butyl N-[(1S)-1-{[(1S)-1-{[4-(hydroxymethyl)-3-methylphenyl]carbamoyl}ethyl]carbamoyl}-2-methylpropyl]carbamate